1-methyl-3-(piperidin-4-ylmethyl)imidazolidin-2-one hydrochloride Cl.CN1C(N(CC1)CC1CCNCC1)=O